C(C=C)(=O)OC(CSC=1SC(=NN1)SCCCC)CCC 2-acryloxy-n-pentylthio-5-n-butylthio-1,3,4-thiadiazole